3-methylimidazolium hydrogensulfate S(=O)(=O)(O)[O-].C[N+]1=CNC=C1